2-((3-carbamoylthiophen-2-yl)oxy)ethyl methanesulfonate CS(=O)(=O)OCCOC=1SC=CC1C(N)=O